NC1=CC=C(C=N1)C=1C=C(C(=O)NCC2CC2)C=CC1 3-(6-Aminopyridin-3-yl)-N-(cyclopropylmethyl)benzamide